ClC1=C(C=CC=C1OCCCN1CCC(CC1)(C(=O)O)O)C1=C(C(=CC=C1)OCCCN1CCC(CC1)(C(=O)O)O)C 1,1'-(((2-chloro-2'-methyl-[1,1'-biphenyl]-3,3'-diyl)bis(oxy))bis(propane-3,1-diyl))bis(4-hydroxypiperidine-4-carboxylic acid)